NC(CC)(O)O AMINOPROPANDIOL